C(C)(C)(C)C1=CC(=C(C=C1)B1OC(C(O1)(C)C)(C)C)OCOC 2-[4-tert-butyl-2-(methoxymethoxy)phenyl]-4,4,5,5-tetramethyl-1,3,2-dioxaborolane